BrC1=CC2=C(S(C3=C2C=CC=C3)(=O)=O)C=C1 2-bromodibenzothiophene dioxide